ClC1=CC=C(C=C1)C1=CC=NC1=C 4-(4-chlorophenyl)-5-methylene-pyrrole